COC(C)=O.C(C)(C)(C)[S@@](=O)N[C@]1(C=2C=NN(C2CCC1)COCC[Si](C)(C)C)CC(=O)OC Methyl 2-[(4S)-4-[[(R)-tert-butylsulfinyl]amino]-1-(2-trimethylsilylethoxymethyl)-6,7-dihydro-5H-indazol-4-yl]acetate Methyl-acetate